C(C1=CC=CC=C1)OC(=O)N(C1=CC2=C(C=N1)N(C(N2C2CCN(CC2)C(=O)OC(C)(C)C)=O)C)C2=C(C=C(C=C2)OC)C tert-Butyl 4-(6-(((Benzyloxy)carbonyl)(4-methoxy-2-methylphenyl)amino)-3-methyl-2-oxo-2,3-dihydro-1H-imidazo[4,5-c]pyridin-1-yl)piperidine-1-carboxylate